BrC1=C(C(=CC(=C1)C(C(F)(F)F)C(F)(F)F)C(F)(F)F)NC(C1=C(C(=CC=C1)[N+](=O)[O-])F)=O N-[2-bromo-4-(1,1,1,3,3,3-hexafluoroprop-2-yl)-6-trifluoromethylphenyl]-2-fluoro-3-nitrobenzamide